1-hexadecanoyl-2-(6Z,9Z,12Z,15Z-octadecatetraenoyl)-sn-glycero-3-phosphocholine CCCCCCCCCCCCCCCC(=O)OC[C@H](COP(=O)([O-])OCC[N+](C)(C)C)OC(=O)CCCC/C=C\C/C=C\C/C=C\C/C=C\CC